O=C1NC(CC[C@@H]1N1CCC2=C(C=CC=C12)CN1CCC(CC1)C(=O)OC(C)(C)C)=O tert-butyl 1-[[1-[(3s)-2,6-dioxo-3-piperidyl]indolin-4-yl]methyl]piperidine-4-carboxylate